N=1C=CN2C1C=C(C=C2)C=2C=CC=1N(C3=CC=C(C=C3OC1C2)C2=CC=1N(C=C2)C=CN1)C 3,7-bis-(imidazo[1,2-a]pyridin-7-yl)-10-methyl-10H-phenoxazine